4-amino-3-nitro-5-(trifluoromethyl)phenol NC1=C(C=C(C=C1C(F)(F)F)O)[N+](=O)[O-]